C(C)(C)(C)OC(=O)N1CCC(CC1)(COS(=O)(=O)C1=CC=C(C)C=C1)C#N 4-cyano-4-((tosyloxy)methyl)piperidine-1-carboxylic acid tert-butyl ester